2-chloro-4-(3-chloro-4-(pyridin-2-ylmethoxy)phenylamino)pyrimidine ClC1=NC=CC(=N1)NC1=CC(=C(C=C1)OCC1=NC=CC=C1)Cl